FC(C(=O)O)(F)F.BrC1=CC=C(C=C1)NC([C@@H]1NCCC1)=O N-(4-bromophenyl)-D-prolinamide, trifluoroacetate salt